NC1=NC=2C=CC(=CC2C2=C1COC2)C(=O)N([C@H](C)C2=NC=C(C=C2)C(F)(F)F)CC 4-amino-N-ethyl-N-((1R)-1-(5-(trifluoromethyl)-2-pyridinyl)ethyl)-1,3-dihydrofuro[3,4-c]quinoline-8-carboxamide